{4-[1-methyl-4-(pyridin-4-yl)-1H-pyrazol-3-yl]phenoxylmethyl}quinolin-3(4H)-one CN1N=C(C(=C1)C1=CC=NC=C1)C1=CC=C(OCC2=NC3=CC=CC=C3CC2=O)C=C1